N-(3-(2-chloro-5-fluorophenyl)-1-oxo-2,3-dihydro-1H-pyrrolo[3,4-f]quinolin-4-yl)spiro[indole-3,2'-oxetan]-1-carboxamide ClC1=C(C=C(C=C1)F)C1NC(C2=C3C=CC=NC3=CC(=C21)NC(=O)N2CC1(OCC1)C1=CC=CC=C21)=O